C(C)OC(/C(=C/OC1=CC2=C(N(C[C@H](N(S2(=O)=O)C)CCCC)C23CC(C2)C3)C=C1)/F)=O.COC1=C(SC=C1)C1=CC=CC=C1 methoxyphenyl-thiophene ethyl-(R,Z)-3-((5-(bicyclo[1.1.1]pentan-1-yl)-3-butyl-2-methyl-1,1-dioxido-2,3,4,5-tetrahydrobenzo[f][1,2,5]thiadiazepin-8-yl)oxy)-2-fluoroacrylate